7-(6-(bis(4-methoxybenzyl)amino)-3-iodo-4-methylpyridin-2-yl)-6-chloro-5,6-difluoro-3-((2-(trimethylsilyl)ethoxy)methyl)quinazolin-4(3H)-one COC1=CC=C(CN(C2=CC(=C(C(=N2)C=2C(C(=C3C(N(CN=C3C2)COCC[Si](C)(C)C)=O)F)(F)Cl)I)C)CC2=CC=C(C=C2)OC)C=C1